5-chloro-2-[(3'S,5S)-2-(2-ethoxyphenyl)-3'-ethyl-7-[[(2R,4S)-4-hydroxypyrrolidin-2-yl]methyl]spiro[6,8-dihydro-1,7-naphthyridine-5,4'-piperidine]-1'-yl]pyridine-3-carbonitrile TFA salt OC(=O)C(F)(F)F.ClC=1C=C(C(=NC1)N1C[C@H]([C@@]2(CC1)C=1C=CC(=NC1CN(C2)C[C@@H]2NC[C@H](C2)O)C2=C(C=CC=C2)OCC)CC)C#N